ethyl (R)-3-(5-((tert-butyldimethylsilyl)oxy)-2-((2-(3,3,3-trifluoropropoxy)pyrimidin-4-yl)methoxy)phenyl)-2-hydroxypropanoate [Si](C)(C)(C(C)(C)C)OC=1C=CC(=C(C1)C[C@H](C(=O)OCC)O)OCC1=NC(=NC=C1)OCCC(F)(F)F